2-[5-[(acryloyloxy)methyl]-5-ethyl-1,3-dioxan-2-yl]-2-methylpropyl acrylate C(C=C)(=O)OCC(C)(C)C1OCC(CO1)(CC)COC(C=C)=O